NC(C(F)(F)F)[C@@H]1CN(CC1)C(=O)OCC1=CC=CC=C1 benzyl (3S)-3-(1-amino-2,2,2-trifluoroethyl)pyrrolidine-1-carboxylate